[3-fluoro-5-(1,1,2,2,3,3,3-heptafluoropropyl)-2-pyridyl]-2-[1-(2-methylsulfinylethyl)tetrazol-5-yl]sulfanyl-5-nitro-benzamide FC=1C(=NC=C(C1)C(C(C(F)(F)F)(F)F)(F)F)C=1C(=C(C(=O)N)C=C(C1)[N+](=O)[O-])SC1=NN=NN1CCS(=O)C